(tetrahydrofuran-2-yl)methanaminium O1C(CCC1)C[NH3+]